C(C)(C)(CC)OOC(CCCCCC)=O tert-amylperoxy-n-heptanoate